(2,4,6-trimethylphenyl)boronic acid CC1=C(C(=CC(=C1)C)C)B(O)O